tert-butyl 4-((4-(1-(2,6-dioxopiperidin-3-yl)-3-methyl-2-oxo-2,3-dihydro-1H-benzo[d]imidazol-4-yl)piperidin-1-yl)methyl)piperidine-1-carboxylate O=C1NC(CCC1N1C(N(C2=C1C=CC=C2C2CCN(CC2)CC2CCN(CC2)C(=O)OC(C)(C)C)C)=O)=O